C(CCCCCCC)C(C(=O)OCCCCCCCN(CCNC(CCC(=O)NCCN(CCCCCCCOC(C(CCCCCCCC)CCCCCCCC)=O)CCCCCOC(CCCCCCCCCCC)=O)=O)CCCCCOC(CCCCCCCCCCC)=O)CCCCCCCC 7-[5-dodecanoyloxypentyl-[2-[[4-[2-[5-dodecanoyloxypentyl-[7-(2-octyldecanoyloxy) heptyl] amino]ethylamino]-4-oxo-butanoyl]amino]ethyl]amino]heptyl 2-octyldecanoate